FC(C=1C=C2C=CNC2=C(C1)N)(F)F 5-(trifluoromethyl)-1H-indol-7-amine